C1=C(C=CC=2OC3=C(C21)C=CC=C3)C3=NC(=NC(=N3)C3=CC=CC=C3)C3=C(C=CC=C3)C3=C(C=C(C=C3)C3=CC=C(C=C3)C#N)C3=CC(=CC=C3)C3=NC(=NC(=N3)C3=CC=CC=C3)C3=CC=CC=C3 4'-(2-(4-(dibenzo[b,d]furan-2-yl)-6-phenyl-1,3,5-triazin-2-yl)phenyl)-3''-(4,6-diphenyl-1,3,5-triazin-2-yl)-[1,1':3',1''-terphenyl]-4-carbonitrile